6-[4-(2-methylpropanoyl)-2-piperidyl]-3,4-dihydro-1H-quinolin-2-one CC(C(=O)C1CC(NCC1)C=1C=C2CCC(NC2=CC1)=O)C